C(=O)=C1C=CC(OC1)CC(=O)[O-] 5-carbonyl-5,6-dihydro-2H-pyran-2-yl-acetate